3-bromo-4,5-dichlorotoluene BrC=1C=C(C)C=C(C1Cl)Cl